(4-(5-(2-tert-butoxyethylamino)isoxazol-3-yl)piperidin-1-yl)(3-fluoro-4-(trifluoromethoxy)phenyl)methanone C(C)(C)(C)OCCNC1=CC(=NO1)C1CCN(CC1)C(=O)C1=CC(=C(C=C1)OC(F)(F)F)F